3-((3-bromophenyl)(4-methyl-4H-1,2,4-triazol-3-yl)methyl)cyclobutan-1-one BrC=1C=C(C=CC1)C(C1CC(C1)=O)C1=NN=CN1C